6-(6-(7-(4,4,5,5-tetramethyl-1,3,2-dioxaborolan-2-yl)naphthalen-2-yl)pyridin-2-yl)benzo[c]phenanthridine CC1(OB(OC1(C)C)C1=CC=C2C=CC(=CC2=C1)C1=CC=CC(=N1)C=1N=C2C3=C(C=CC2=C2C=CC=CC12)C=CC=C3)C